C(C)(=O)OCCOCCOCC diethylene glycol ethyl ether acetate